CC1C(C(=O)OCCC1)(C)C Trimethylcaprolactone